N=1C=C(N2N=CC=CC21)C#CC=2C=C(C(=O)NC1=CC=C3C(=CN(C3=C1)C)C=1C=NC=CC1)C=CC2C 3-(Imidazo[1,2-b]pyridazin-3-ylethynyl)-4-methyl-N-(1-methyl-3-(pyridin-3-yl)-1H-indol-6-yl)benzamide